CC=1C=C(C=CC1OC1=CC2=C(N(N=N2)C)C=C1)NC1=NC=NC2=C1N=C(N=C2)N2C[C@@H](CC2)NC(C=C)=O (R)-N-(1-(8-((3-methyl-4-((1-methyl-1H-benzo[d][1,2,3]triazol-5-yl)oxy)phenyl)amino)pyrimido[5,4-d]pyrimidin-2-yl)pyrrolidin-3-yl)acrylamide